piperidin-3-yl-[1,2,4]triazolo[1,5-c]quinazolin-5-amine N1CC(CCC1)C1=NN2C(=NC=3C=CC=CC3C2=N1)N